FC1=CC=C(C=C1)N1N=C2C(C=NC(=C2)N2CC(C2)S(=O)(=O)NC)=C1 1-(2-(4-Fluorophenyl)-2H-pyrazolo[4,3-c]pyridin-6-yl)-N-methylazetidine-3-sulfonamide